C([C@@H]1[C@H]([C@@H]([C@H]([C@@H](O1)O[C@@H]2[C@H]([C@@H]([C@H](O[C@H]2O[C@@H]3[C@H](OC([C@@H]([C@H]3O)O)O)CO)CO)O)O)O)O)O)O The molecule is a glucotriose consisting of two beta-D-glucopyranosyl residues and a D-glucopyranose residue joined in sequence by (1->2) and (1->4) glycosidic bonds.